6-(1-cyclopentyl-1H-pyrazol-4-yl)pyrazolo[1,5-a]pyridine-3-carbonitrile C1(CCCC1)N1N=CC(=C1)C=1C=CC=2N(C1)N=CC2C#N